O=C1NC(CCC1N1C(C2=CC=C(C=C2C1)CN1CCN(CC1)C1=CC(=C(C=C1)NC1=NC=C(C(=C1)NC1=C(C(=O)NC)C=CC=C1)C(F)(F)F)OC)=O)=O 2-((2-((4-(4-((2-(2,6-dioxopiperidin-3-yl)-1-oxoisoindolin-5-yl)methyl)piperazin-1-yl)-2-methoxyphenyl)amino)-5-(trifluoromethyl)pyridin-4-yl)amino)-N-methylbenzamide